2-{[(5'S,7a'R)-5'-(3,5-difluorophenyl)-3'-oxotetrahydro-1H,3'H-spiro[piperidine-4,2'-pyrrolo[2,1-b][1,3]oxazol]-1-yl]methyl}benzonitrile FC=1C=C(C=C(C1)F)[C@@H]1CC[C@H]2OC3(C(N21)=O)CCN(CC3)CC3=C(C#N)C=CC=C3